C(C)(C)(C)OC(=O)N([C@@H]1CC[C@H](CC1)C1=C(C(N=C(N1)C=1SC=CN1)C1=C(C(=C(C=C1)F)F)Cl)C(=O)OC)C[C@H](COC)O (trans)-Methyl 6-(4-((tert-butoxycarbonyl)((R)-2-hydroxy-3-methoxypropyl)amino)cyclohexyl)-4-(2-chloro-3,4-difluorophenyl)-2-(thiazol-2-yl)-1,4-dihydropyrimidine-5-carboxylate